N-[1-[5-bromo-2-(5-cyano-2-pyridinyl)-1,2,4-triazol-3-yl]ethyl]-3-(difluoromethoxy)-5-(trifluoromethyl)benzamide BrC=1N=C(N(N1)C1=NC=C(C=C1)C#N)C(C)NC(C1=CC(=CC(=C1)C(F)(F)F)OC(F)F)=O